dibenzoyl tartrate, L-malic acid salt C([C@@H](O)CC(=O)O)(=O)O.C(=O)(OC(C1=CC=CC=C1)=O)C(O)C(O)C(=O)OC(C1=CC=CC=C1)=O